ClC=1C=C(C=NC1)C1N(CCN(C1)C)C(=O)C1=C(C=C(C=C1)NC(=O)C1CC1)N1CCCC1 N-[4-[2-(5-chloropyridin-3-yl)-4-methylpiperazine-1-carbonyl]-3-pyrrolidin-1-ylphenyl]cyclopropanecarboxamide